C1(CCC1)C1=CC=C(OC(CN2CC3(CS(C3)(=O)=O)CC2)(C)C)C=C1 6-(2-(4-Cyclobutylphenoxy)-2-methylpropyl)-2-thia-6-azaspiro[3.4]octane-2,2-dioxide